6-(tert-butyl) 8-ethyl 2-(2,2-dimethylcyclopropane-1-carbonyl)-2,6-diazaspiro[3.4]octane-6,8-dicarboxylate CC1(C(C1)C(=O)N1CC2(C1)CN(CC2C(=O)OCC)C(=O)OC(C)(C)C)C